4-(4-amino-3-fluorophenoxy)-N-methylpyridinamide NC1=C(C=C(OC2=CC(=NC=C2)C(=O)NC)C=C1)F